8-((tetrahydrofuran-3-yl)amino)-3,4-dihydroisoquinoline-2(1H)-carboxylic acid tert-butyl ester C(C)(C)(C)OC(=O)N1CC2=C(C=CC=C2CC1)NC1COCC1